C(\C=C/C(=O)OC(COC)C)(=O)OC(COC)C bis(2-methoxy-1-methylethyl) maleate